5-((oxetan-3-ylmethyl)sulfonyl)pyridin-2-amine O1CC(C1)CS(=O)(=O)C=1C=CC(=NC1)N